2,6-bis(isocyanatomethyl)benzofurane N(=C=O)CC=1OC2=C(C1)C=CC(=C2)CN=C=O